FC1=C(O[C@H]2[C@@H](CN(CC2)C2=CC(N(C=3C=CC(=NC23)C#N)C)=O)C)C=CC(=C1)C(F)(F)F 8-((3R,4R)-4-(2-Fluoro-4-(trifluoromethyl)phenoxy)-3-methylpiperidin-1-yl)-5-methyl-6-oxo-5,6-dihydro-1,5-naphthyridin-2-carbonitril